2-(2,6-dioxopiperidin-3-yl)-5-(((trans-3-(4-(pyridin-2-yl)-1H-pyrazol-1-yl)cyclobutyl)methyl)amino)isoindoline-1,3-dione O=C1NC(CCC1N1C(C2=CC=C(C=C2C1=O)NC[C@@H]1C[C@H](C1)N1N=CC(=C1)C1=NC=CC=C1)=O)=O